ClC=1C(N(N=CC1NC[C@@H]1COCCC1)C1CCN(CC1)[C@@H](C)C1=CC=C(C=C1)F)=O 4-chloro-2-(1-((S)-1-(4-fluorophenyl)ethyl)piperidin-4-yl)-5-((((R)-tetrahydro-2H-pyran-3-yl)methyl)amino)pyridazin-3(2H)-one